(S)-(1-(4-Oxocyclohex-1-en-1-yl)propan-2-yl)carbamic acid tert-butyl ester C(C)(C)(C)OC(N[C@H](CC1=CCC(CC1)=O)C)=O